[C@@H]12OCCC[C@H]2[C@H](C1)N (1R,6S,7S)-2-oxabicyclo[4.2.0]-octan-7-amine